BrC=1C=C2C3(C(=NC2=CC1)C)CCC(CC3)=O 5'-bromo-2'-methyl-spiro[cyclohexane-1,3'-indol]-4-one